C1(=CC=CC=C1)C=1N=C(OC1C1=CC=CC=C1)CCC(=O)OC methyl 3-(4,5-diphenyloxazol-2-yl)propanoate